methyl (E)-3-(2-(((1H-benzo[d]imidazol-2-yl)methyl)amino)phenyl)acrylate N1C(=NC2=C1C=CC=C2)CNC2=C(C=CC=C2)/C=C/C(=O)OC